iron tetrabromobenzene BrC1=C(C(=C(C=C1)Br)Br)Br.[Fe]